(R)-(1-methylcyclopropyl)(2-methylpiperazin-1-yl)methanone CC1(CC1)C(=O)N1[C@@H](CNCC1)C